C(C1=CC=CC=C1)N(CCCN1CCN(CC1)CCCNC(OC(C)(C)C)=O)C tert-butyl N-[3-[4-[3-[benzyl(methyl)amino]propyl]piperazin-1-yl]propyl]carbamate